CC(=O)NC1=NC(=O)N(C=C1)[C@H]2[C@@H]([C@@H]([C@H](O2)CO)O)F N4-acetyl-2'-fluoro-2'-deoxycytidine